methyl (S)-2-(4-(6-((4-chloro-2-fluorobenzyl) oxy) pyridin-2-yl) benzyl)-1-((tetrahydrofuran-2-yl) methyl)-1H-benzo[d]imidazole-6-carboxylate ClC1=CC(=C(COC2=CC=CC(=N2)C2=CC=C(CC3=NC4=C(N3C[C@H]3OCCC3)C=C(C=C4)C(=O)OC)C=C2)C=C1)F